N-(2,2-dimethylpropyl)-2-(methoxymethyl)-6-({[2-(trifluoromethyl)phenyl]carbonyl}amino)-1H-benzoimidazole-4-carboxamide CC(CNC(=O)C1=CC(=CC=2NC(=NC21)COC)NC(=O)C2=C(C=CC=C2)C(F)(F)F)(C)C